5-chloro-bicyclo(2.2.1)hept-2-ene ClC1C2C=CC(C1)C2